C(C)(C)(C)C1=CC=C(C=C1)C1CCN(CC1)C(=O)C1CC2(C1)NC(O[C@@H]2C)=O (2S,4S,8r)-2-(4-(4-(tert-butyl)phenyl)piperidine-1-carbonyl)-8-methyl-7-oxa-5-azaspiro[3.4]octan-6-one